4-({3-Chloro-7H-pyrrolo[2,3-c]pyridazin-7-yl}methyl)piperidine-1-carbaldehyde ClC1=CC2=C(N=N1)N(C=C2)CC2CCN(CC2)C=O